O=S1(CCCC1)=NC1=CC=C(C#N)C=C1 4-[(1-oxo-1λ6-thiolan-1-ylidene)amino]benzonitrile